8-chloro-1-(2,6-dichlorophenyl)-5-(3-hydroxy-2-(hydroxymethyl)propoxy)-2-(methoxymethyl)-1,6-naphthyridin-4(1H)-one ClC=1C=NC(=C2C(C=C(N(C12)C1=C(C=CC=C1Cl)Cl)COC)=O)OCC(CO)CO